NCCC(CC[Si](OC)(OC)OC)N 3-aminoethyl-γ-aminopropyltrimethoxysilane